4-methyl-N-(prop-2-yn-1-yl)thiazole-5-carboxamide CC=1N=CSC1C(=O)NCC#C